CON(C(=O)N)C methoxy-1-methylurea